C(C1=CC(=C(N)C(=C1)CC)CC)C1=CC(=C(N)C(=C1)CC)CC 4,4'-methylene-bis(2,6-diethylaniline)